FC(C[C@@H](C(=O)N[C@H](C(=O)OC)C[C@H]1C(NCC1)=O)NC(=O)C=1NC2=CC=CC(=C2C1)OC)(C)C (S)-methyl 2-((S)-4-fluoro-2-(4-methoxy-1H-indole-2-carboxamido)-4-methylpentanamido)-3-((S)-2-oxopyrrolidin-3-yl)propanoate